ClC1=C(OC2=C(C=NC=C2)C=2SC3=C(N2)C=C(C=C3)OC)C=CC(=C1)OC 2-(4-(2-chloro-4-methoxyphenoxy)pyridin-3-yl)-5-methoxybenzo[d]thiazole